4-bromo-1-(4-fluorophenyl)-5-phenyl-1H-pyrazole BrC=1C=NN(C1C1=CC=CC=C1)C1=CC=C(C=C1)F